FC1=CC=C(C=C1)C1=C(C(=C(N=N1)N1C[C@H](N(CC1)C1=NC=C(N=C1)C(=O)O)C)C)C (R)-4-[6-(4-fluoro-phenyl)-4,5-dimethyl-pyridazin-3-yl]-2-methyl-3,4,5,6-tetrahydro-2H-[1,2']bipyrazinyl-5'-carboxylic acid